NC1=C(C=C(C(=O)NC=2C(N(C=CC2)C(C(=O)NC(C(=O)O)CC(COC2=C(C(=CC(=C2F)F)F)F)=O)C)=O)C=C1)Cl (2-(3-(4-amino-3-chlorobenzamido)-2-oxopyridin-1(2H)-yl)propanamido)-4-oxo-5-(2,3,5,6-tetrafluorophenoxy)pentanoic acid